FC(OC[C@@H](C1=CC(=CC=C1)OC(F)(F)F)NC(C[C@](C)(O)C1(CC1)F)=O)F (S)-N-((R)-2-(Difluoromethoxy)-1-(3-(trifluoromethoxy)phenyl)ethyl)-3-(1-fluorocyclopropyl)-3-hydroxybutanamid